C1(CCCC1)NC1=CC=C(C=C1)[C@H]1[C@H](C[C@@H]2[C@H](N1C(C1=C(C=CC=C1C)F)=O)COC2)C(=O)NC=2C=C1C=NNC1=CC2 (2R,3S,4aR,7aS)-2-(4-(cyclopentylamino)phenyl)-1-(2-fluoro-6-methylbenzoyl)-N-(1H-indazol-5-yl)octahydrofuro[3,4-b]pyridine-3-carboxamide